4-Methoxy-α-toluenethiol COC1=CC=C(CS)C=C1